N1=CN=C(C2=C1NC=C2)C=2CC(CCC2)NC(OC(C)(C)C)=O tert-butyl (3-(7H-pyrrolo[2,3-d]pyrimidin-4-yl)cyclohex-3-en-1-yl)carbamate